C(C)OC1=CC(=CC=2C(C3=CC=CC(=C3C(C12)=O)OCC)=O)C(=O)O 4,5-diethoxy-9,10-dioxo-9,10-dihydroanthracene-2-carboxylic acid